N[C@@H]1[C@@H](OCC12CCN(CC2)C=2N=CC(=NC2)SC=2C(=C(C=CC2)NC(=O)NS(=O)(=O)C2COCC2)Cl)C N-((3-((5-((3S,4S)-4-amino-3-methyl-2-oxa-8-azaspiro[4.5]decan-8-yl)pyrazin-2-yl)thio)-2-chlorophenyl)carbamoyl)tetrahydrofuran-3-sulfonamide